C(C)(C)(C)OC(=O)N1CCN(CC1)C1=CC(=C(C=C1)NCCC(=O)OCC)C 4-(4-((3-ethoxy-3-oxopropyl)amino)-3-methylphenyl)piperazine-1-carboxylic acid tert-butyl ester